C1(CC1)N1N=CC(=C1)N(S(=O)(=O)NC(=O)NC1=C(SC(=C1)C)C(C)C)[C@@H]1CN(CCC1)C 1-[(1-Cyclopropyl-1H-pyrazol-4-yl)[(3S)-1-methylpiperidin-3-yl]sulfamoyl]-3-[5-methyl-2-(propan-2-yl)thiophen-3-yl]urea